6-(1-methylpyrazol-4-yl)-N-[2-methyl-5-[[2-(4-pyrrolidin-1-yl-1-piperidyl)acetyl]amino]-3-pyridyl]triazolo[1,5-a]pyridine-3-carboxamide CN1N=CC(=C1)C=1C=CC=2N(C1)N=NC2C(=O)NC=2C(=NC=C(C2)NC(CN2CCC(CC2)N2CCCC2)=O)C